dimethyl-2-((3,5-bis(trifluoromethyl) benzylidene) amino)-2-vinylsuccinate COC(C(CC(=O)OC)(C=C)N=CC1=CC(=CC(=C1)C(F)(F)F)C(F)(F)F)=O